CC1=C(C=CC(=C1)C)S(=O)(=O)[O-].[Na+] sodium 2,4-dimethylbenzenesulfonate